methyl 1-((5-bromothien-2-yl) methyl)-5-fluoro-1H-indazole-7-carboxylate BrC1=CC=C(S1)CN1N=CC2=CC(=CC(=C12)C(=O)OC)F